4-[[(Z)-[4-amino-8-(trans-4-aminocyclohexoxy)-5,5-dimethyl-benzo[h]quinazolin-6-ylidene]amino]oxymethyl]benzonitrile NC1=NC=NC=2C3=C(\C(\C(C12)(C)C)=N/OCC1=CC=C(C#N)C=C1)C=C(C=C3)O[C@@H]3CC[C@H](CC3)N